ClC1=NC(=NC(=C1)O[C@@H](C)[C@H]1N(C[C@H](C1)F)C)C(CC(C(C)(C)C1=C(C=CC=C1F)F)=O)=O {4-Chloro-6-[(1S)-1-[(2S,4S)-4-fluoro-1-methylpyrrolidin-2-yl]ethoxy]pyrimidin-2-yl}-4-(2,6-difluorophenyl)-4-methylpentane-1,3-dione